FC1=C(C=CC(=C1)F)[C@@H](C)N(C(C1=C(N=CC(=C1)F)OC)=O)C |r| racemic-N-(1-(2,4-difluorophenyl)ethyl)-5-fluoro-2-methoxy-N-methylnicotinamide